C1=CC(=CC=C1/C=C/C(=O)OC[C@@H]2[C@H]([C@@H]([C@H]([C@@H](O2)O)O)O)O)O The molecule is an O-acyl carbohydrate that is beta-D-glucose bearing a trans-4-coumaroyl substituent at position 6. It has a role as a metabolite. It is an O-acyl carbohydrate, a member of phenols and a cinnamate ester. It derives from a beta-D-glucose and a trans-4-coumaric acid.